4-[3-(1-ethyl-3-methyl-1H-pyrazol-5-yl)-1H-1,2,4-triazol-5-yl]-1-{2-[(3S)-3-hydroxypyrrolidin-1-yl]ethyl}-1H-indazole-6-carboxamide C(C)N1N=C(C=C1C1=NNC(=N1)C1=C2C=NN(C2=CC(=C1)C(=O)N)CCN1C[C@H](CC1)O)C